N(=[N+]=[N-])C1=C(C=NC=C1Cl)Cl 4-azido-3,5-dichloropyridine